dodecyl-amide propyl-acetate C(CC)OC(C)=O.C(CCCCCCCCCCC)[NH-]